CC1=CC=C(CS(=O)(=O)C2=CC(=C(C=C2)N2CCN(CC2)C(C)=O)[N+](=O)[O-])C=C1 1-(4-{4-[(4-methylbenzyl)sulfonyl]-2-nitrophenyl}piperazin-1-yl)ethan-1-one